4-[3-[2,6-Dichloro-4-(4-methoxy-3-methyltriazolo[4,5-c]pyridin-7-yl)benzoyl]-2,4-dihydro-1,3-benzoxazin-8-yl]-5-fluoro-2-(3-oxa-8-azabicyclo[3.2.1]octan-8-yl)benzoic acid ClC1=C(C(=O)N2COC3=C(C2)C=CC=C3C3=CC(=C(C(=O)O)C=C3F)N3C2COCC3CC2)C(=CC(=C1)C=1C2=C(C(=NC1)OC)N(N=N2)C)Cl